FC([C@H]([C@@H](C)[C@H]1CC[C@H]2[C@@H]3CC[C@@H]4C[C@@](CC[C@@]4([C@H]3CC[C@]12C)C)(O)C(F)(F)F)O)F (3R,5R,8R,9S,10S,13S,14S,17R)-17-((2S,3S)-4,4-difluoro-3-hydroxybutan-2-yl)-10,13-dimethyl-3-(trifluoromethyl)hexadecahydro-1H-cyclopenta[a]phenanthren-3-ol